(R)-N-((cyclobutanecarbonyl)oxy)-N-((3-(3-fluoro-4-morpholinophenyl)-2-oxooxazolidin-5-yl)methyl)cyclobutanecarboxamide C1(CCC1)C(=O)ON(C(=O)C1CCC1)C[C@H]1CN(C(O1)=O)C1=CC(=C(C=C1)N1CCOCC1)F